CNC(C(F)(CC)CC)=O N-Methyl-2,2-diethyl-2-fluoroacetamide